(E)-4-(hydroxymethyl)-2-(2-phenylhydrazino)pent-4-enoic acid ethyl ester C(C)OC(C(CC(=C)CO)NNC1=CC=CC=C1)=O